7-(3-{[3-(3-methoxypropoxy)propyl]carbamoyl}azetidin-1-yl)-5-methyl-4-oxo-1-(1,2,4-thiadiazol-5-yl)-1,4-dihydro-1,8-naphthyridine-3-carboxylic acid COCCCOCCCNC(=O)C1CN(C1)C1=CC(=C2C(C(=CN(C2=N1)C1=NC=NS1)C(=O)O)=O)C